[O-]CCCC.[Rb+] rubidium n-butoxide